bis(4-hydroxycyclohexyl) ether OC1CCC(CC1)OC1CCC(CC1)O